maleic acid-acrylate salt C(C=C)(=O)O.C(\C=C/C(=O)O)(=O)O